N-[(1S)-1-(dicyclopropylmethyl)-2-[[5-(5-ethyl-3-methyl-1H-pyrazol-4-yl)-6-fluoro-2-pyridyl]amino]-2-oxo-ethyl]-2-ethyl-pyrazole-3-carboxamide C1(CC1)C([C@@H](C(=O)NC1=NC(=C(C=C1)C=1C(=NNC1CC)C)F)NC(=O)C=1N(N=CC1)CC)C1CC1